3-[[(2S,3R,5R)-2-[[bis(4-methoxyphenyl)-phenyl-methoxy]methyl]-5-(5-methyl-2,4-dioxo-pyrimidin-1-yl)tetrahydrofuran-3-yl]oxy-(diisopropylamino)phosphanyl]oxypropanenitrile COC1=CC=C(C=C1)C(OC[C@@H]1O[C@H](C[C@H]1OP(OCCC#N)N(C(C)C)C(C)C)N1C(NC(C(=C1)C)=O)=O)(C1=CC=CC=C1)C1=CC=C(C=C1)OC